N-{[4-(1H-pyrazol-4-yl)phenyl]methyl}piperidine-3-carboxamide N1N=CC(=C1)C1=CC=C(C=C1)CNC(=O)C1CNCCC1